3-[2-[2-[2-[2-[(2R)-2,5,7,8-tetramethyl-2-[(4R,8R)-4,8,12-trimethyltridecyl]chroman-6-yl]oxyethoxy]ethoxy]ethoxy]ethoxy]propanoic acid C[C@@]1(OC2=C(C(=C(C(=C2CC1)C)OCCOCCOCCOCCOCCC(=O)O)C)C)CCC[C@@H](CCC[C@@H](CCCC(C)C)C)C